CC1=CC(CCC1)OC(=O)CC[Si](OC)(OC)OC 2-((3-methyl-2-cyclohexenyl)oxycarbonyl)ethyltrimethoxysilane